anthracene stearate (Anthracyl-stearate) C1(=CC=CC2=CC3=CC=CC=C3C=C12)C(C(=O)O)CCCCCCCCCCCCCCCC.C(CCCCCCCCCCCCCCCCC)(=O)O.C1=CC=CC2=CC3=CC=CC=C3C=C12